(S)-Methyl 2-(((7-(2,2'-dichloro-3'-(6-methoxy-5-((((5-oxopyrrolidin-2-yl)methyl)amino)methyl)pyridin-2-yl)-[1,1'-biphenyl]-3-yl)-1,6-naphthyridin-3-yl)methyl)amino)acetate ClC1=C(C=CC=C1C1=NC=C2C=C(C=NC2=C1)CNCC(=O)OC)C1=C(C(=CC=C1)C1=NC(=C(C=C1)CNC[C@H]1NC(CC1)=O)OC)Cl